sodium (S)-3-(3-(1,6-dimethyl-4-oxido-2-oxo-1,2-dihydropyridin-3-yl)ureido)-3-(5-methyl-3'-(trifluoromethoxy)biphenyl-3-yl)propanoate CN1C(C(=C(C=C1C)[O-])NC(N[C@@H](CC(=O)[O-])C=1C=C(C=C(C1)C)C1=CC(=CC=C1)OC(F)(F)F)=O)=O.[Na+].[Na+]